3-chloro-1-phenoxydibenzo[b,d]furan ClC=1C=C(C2=C(OC3=C2C=CC=C3)C1)OC1=CC=CC=C1